1-((7-(6-chloro-1-(1-cyclobutylazetidin-3-yl)-1,2,3,4-tetrahydroquinolin-8-yl)thieno[3,2-b]pyridin-2-yl)methyl)pyrrolidine-2,5-dione, formic acid salt C(=O)O.ClC=1C=C2CCCN(C2=C(C1)C1=C2C(=NC=C1)C=C(S2)CN2C(CCC2=O)=O)C2CN(C2)C2CCC2